spiro[2H-1-benzopyran-2,2'[2H]-quinoline] N1C2(C=CC3=CC=CC=C13)OC1=C(C=C2)C=CC=C1